CCCCCCCCC(=O)O[Si](C)(C)C The molecule is a silyl ester obtained by replacing the hydrogen of the carboxy group of nonanoic acid by a trimethylsilyl group. It derives from a nonanoic acid.